7-bromo-6-fluoro-3,4-dihydro-1H,10H-[1,3,4]oxadiazino[4,3-a]indazol-10-one BrC=1C=CC=2C(N3N(C2C1F)CCOC3)=O